C1(CCCCCC1)CNC(=O)C=1C(=NC2=CC(=CC=C2C1C)C(F)(F)F)CCC N-(cycloheptyl-methyl)-4-methyl-2-propyl-7-(trifluoromethyl)-quinoline-3-carboxylic acid amide